COS(=O)(=O)C=1C(=NC=CC1)C1=CN(C(=C1)C1=C(C=CC=C1)F)S(=O)(=O)C=1C=NC=CC1 (5-(2-fluorophenyl)-1-(pyridine-3-sulfonyl)-1H-pyrrole-3-yl)-pyridine-3-sulfonic acid methyl ester